C(=C)N1C(CC(CC1)C)=O N-vinyl-4-methyl-piperidone